ClC1=C(C(=O)N2COC3=C(C2)C=CC=C3C3=CC(=C(C(=O)O)C=C3F)N3C2COCC3CC2)C(=CC(=C1)N1[C@H](C2(C1)CC(C2)OC)C)Cl 4-[3-[2,6-Dichloro-4-[(1S,4r,6S)-6-methoxy-1-methyl-2-azaspiro[3.3]heptan-2-yl]benzoyl]-2,4-dihydro-1,3-benzoxazin-8-yl]-5-fluoro-2-(3-oxa-8-azabicyclo[3.2.1]oct-8-yl)benzoic acid